CN(C(CC(=O)[O-])C)C\C=C\B1OC(C(O1)(C)C)(C)C 3-[methyl-[(E)-3-(4,4,5,5-tetramethyl-1,3,2-dioxaborolan-2-yl)allyl]amino]butanoate